2-piperidineic acid N1C(CCCC1)C(=O)O